(2R)-2-[3-(1-Cyclopropyl-4-methyl-1H-pyrazol-5-yl)-1,2,4-oxadiazol-5-yl]-1,1-difluoro-6-azaspiro[2.5]octan-6-sulfonamid C1(CC1)N1N=CC(=C1C1=NOC(=N1)[C@@H]1C(C12CCN(CC2)S(=O)(=O)N)(F)F)C